(6S*)-N-[5-[5-[(1R,2S)-2-fluorocyclopropyl]-1,2,4-oxadiazol-3-yl]-2-methyl-phenyl]-6-methyl-5-oxa-1,10-diazatricyclo[7.3.0.03,7]dodeca-2,7,9,11-tetraene-12-carboxamide F[C@@H]1[C@H](C1)C1=NC(=NO1)C=1C=CC(=C(C1)NC(=O)C1=CN=C2C=C3[C@@H](OCC3=CN12)C)C |o1:24|